F[C@@H]1CN(C[C@@H]1O)CC(=O)N 2-((3R,4S)-3-fluoro-4-hydroxypyrrolidin-1-yl)acetamide